(tert-butyl) 2-methyl (2R)-5-(4-ethoxy-2-hydroxy-4-oxobutyl)pyrrolidine-1,2-dicarboxylate C(C)OC(CC(CC1CC[C@@H](N1C(=O)OC(C)(C)C)C(=O)OC)O)=O